N-[4-(3-Cyanophenyl)-5-(2,6-dimethyl-4-pyridyl)thiazol-2-yl]-5,8-diazaspiro[3.5]nonane-5-carboxamide C(#N)C=1C=C(C=CC1)C=1N=C(SC1C1=CC(=NC(=C1)C)C)NC(=O)N1C2(CCC2)CNCC1